COC1=C(C=CC=C1)C1=CC=CC=C1 methoxy-[1,1'-biphenyl]